(S)-tert-butyl 1-(4-(N-tert-butylsulfamoyl) phenylamino)-1-oxo-3-phenylprop-2-ylcarbamate C(C)(C)(C)NS(=O)(=O)C1=CC=C(C=C1)NC([C@H](CC1=CC=CC=C1)NC(OC(C)(C)C)=O)=O